C(CCC(=O)O)CCN ε-norleucine